NCC(CCCC(C)(C1=CC(=CC=C1)I)C1=CN=C(N1)C=1C=C(OC=2C(=C3C=CNC3=CC2F)/C=C/C(=O)O)C=CC1F)O (E)-3-(5-(3-(5-(7-Amino-6-hydroxy-2-(3-iodophenyl)heptan-2-yl)-1H-imidazol-2-yl)-4-fluorophenoxy)-6-fluoro-1H-indol-4-yl)acrylic acid